C1=CC=CC=2C=CC=3SC=4C=CC=CC4NC3C21 benzophenothiazine